N-(2,5-dimethylphenyl)-N-methylisobutyramide CC1=C(C=C(C=C1)C)N(C(C(C)C)=O)C